di-(tert-butyl)(3-fluorophenyl)phosphine C(C)(C)(C)P(C1=CC(=CC=C1)F)C(C)(C)C